2-((4R,6S)-6-[(benzo[d]thiazol-2-ylthio)-methyl]-2,2-dimethyl-1,3-dioxan-4-yl)acetate S1C(=NC2=C1C=CC=C2)SC[C@@H]2C[C@@H](OC(O2)(C)C)CC(=O)[O-]